CN1CC2=CC=C(C=C2C1=O)CN1C(CCC1)C(=O)N ((2-methyl-3-oxoisoindolin-5-yl)methyl)pyrrolidine-2-carboxamide